COC(CN(S(=O)(=O)C1=CC=C(C=C1)[N+](=O)[O-])CCC1=CC(=CC=2OCOC21)CCO)OC N-(2,2-Dimethoxyethyl)-N-{2-[6-(2-hydroxyethyl)-2H-1,3-benzodioxol-4-yl]ethyl}-4-nitrobenzene-1-sulfonamide